(E)-1-((2S,5R)-5-((5-((S)-2,2-difluorocyclopropyl)-7H-pyrrolo[2,3-d]pyrimidin-4-yl)amino)-2-methylpiperidin-1-yl)-4-(dimethylamino)but-2-en-1-one FC1([C@@H](C1)C1=CNC=2N=CN=C(C21)N[C@@H]2CC[C@@H](N(C2)C(\C=C\CN(C)C)=O)C)F